NC1=C(C=C(C=N1)C1=CC=C(C(=O)NCCCN2CCOCC2)C=C1)OCC1=C(C=C(C=C1)Cl)Cl 4-[6-amino-5-(2,4-dichloro-benzyloxy)-pyridin-3-yl]-N-(3-morpholin-4-yl-propyl)-benzamide